CC=1N=NC(=CC1)OCC(F)(F)F 3-methyl-6-(2,2,2-trifluoroethoxy)pyridazine